NC1=CC=C(C(C)(C)C2=CC=C(OC3=C(C(=O)C4=CC=CC=C4)C=CC=C3)C=C2)C=C1 4-(4-amino-α,α-dimethylbenzyl)phenoxylbenzophenone